Tert-butyl (6aR)-4-chloro-3-(2-chloro-6-methoxyphenyl)-1-[(trimethylsilyl)ethynyl]-6a,7,9,10-tetrahydro-12H-pyrazino[2,1-c]pyrido[3,4-f][1,4]oxazepine-8(6H)-carboxylate ClC1=C(N=C(C=2CN3[C@@H](COC21)CN(CC3)C(=O)OC(C)(C)C)C#C[Si](C)(C)C)C3=C(C=CC=C3OC)Cl